N-(cis-4-(methoxy-d3)cyclohexyl)-5-(quinoxalin-6-yl)-7H-pyrrolo[2,3-d]pyrimidin-2-amine C(O[C@H]1CC[C@H](CC1)NC=1N=CC2=C(N1)NC=C2C=2C=C1N=CC=NC1=CC2)([2H])([2H])[2H]